4-[5-(trifluoromethyl)-1,2,4-oxadiazol-3-yl]piperidine tert-butyl-4-(2-ethoxy-2-oxoethyl)-4-hydroxy-3,5-dimethylpiperidine-1-carboxylate C(C)(C)(C)OC(=O)N1CC(C(C(C1)C)(O)CC(=O)OCC)C.FC(C1=NC(=NO1)C1CCNCC1)(F)F